Isopropylbromomagnesium C(C)(C)[Mg]Br